methyl 4-[2-(1-acetyl-2,3-dihydropyrrol-4-yl)-4-benzyloxy-1-(4-fluorophenyl)indol-3-yl]benzoate C(C)(=O)N1CCC(=C1)C=1N(C2=CC=CC(=C2C1C1=CC=C(C(=O)OC)C=C1)OCC1=CC=CC=C1)C1=CC=C(C=C1)F